C(C(C)C)C=1SC(=CC1)CC(CCCCCC)CCCC 2-isobutyl-5-(2-butyloctyl)thiophene